3-(2-(tert-Butoxycarbonyl)-1,3-dimethyl-1,2,3,4-tetrahydroisoquinolin-6-yl)propionic acid C(C)(C)(C)OC(=O)N1C(C2=CC=C(C=C2CC1C)CCC(=O)O)C